C(C)N(C(C1=C(C=CC(=C1)[N+](=O)[O-])OC=1C=NC(=CC1)OCC(C)(C)C)=O)CC N,N-diethyl-2-((6-(neopentyloxy)pyridin-3-yl)oxy)-5-nitrobenzamide